C(#N)C=1C=NN2C1C(=CC(=C2)C=2C=NN(C2C)C2CN(C2)[C@H]2CN(CC2)C(=O)OC(C)(C)C)OC tert-Butyl (3R)-3-[3-(4-[3-cyano-4-methoxypyrazolo[1,5-a]pyridin-6-yl]-5-methylpyrazol-1-yl)azetidin-1-yl]pyrrolidine-1-carboxylate